(2S)-2-[bis(carboxylatomethyl)amino]pentanedioate C(=O)([O-])CN([C@H](C(=O)[O-])CCC(=O)[O-])CC(=O)[O-]